(2R,9aS)-5-Hydroxy-2-methyl-6,10-dioxo-3,4,6,9,9a,10-hexahydro-2H-1-oxa-4a,8a-diaza-anthracen OC1=C2C(N3CC[C@H](O[C@H]3CN2C=CC1=O)C)=O